(R)-7-((3-(2,3-dihydrobenzo[b][1,4]dioxin-6-yl)-2-methylbenzyl)oxy)-3,4-dihydroisoquinoline-2,3(1H)-dicarboxylic acid 2-tert-butyl ester 3-methyl ester COC(=O)[C@@H]1N(CC2=CC(=CC=C2C1)OCC1=C(C(=CC=C1)C1=CC2=C(OCCO2)C=C1)C)C(=O)OC(C)(C)C